2-hydroxy-5-(propylcarbamoyl)benzoic acid 2,5-dioxopyrrolidin-1-yl ester O=C1N(C(CC1)=O)OC(C1=C(C=CC(=C1)C(NCCC)=O)O)=O